C1(CC1)C[C@@H](C(SCCC(F)(F)F)=O)NC(C[C@H]1N(C(CC1)=O)CC1=C(C(=CC=C1)F)F)=O S-(3,3,3-Trifluoropropyl) (S)-3-cyclopropyl-2-(2-((S)-1-(2,3-difluorobenzyl)-5-oxopyrrolidin-2-yl)acetamido)propanethioate